C1(=C2N(C=N1)CCC2)C(C(NC=2SC=CN2)=O)N2CC1=C(C=C(C=C1C2=O)C2=CC=C(C=C2)N2CC1(C2)CCN(C1)C(=O)OC(C)(C)C)F tert-butyl 2-[4-[2-[1-(6,7-dihydro-5H-pyrrolo[1,2-c]imidazol-1-yl)-2-oxo-2-(thiazol-2-ylamino) ethyl]-7-fluoro-3-oxo-isoindol-5-yl] phenyl]-2,7-diazaspiro[3.4]octane-7-carboxylate